tert-butyl N-[1-([8-carbamoyl-6-[4-(morpholin-4-ylmethyl)phenyl]pyrido[3,2-d]pyrimidin-4-yl]amino)propan-2-yl]carbamate C(N)(=O)C1=CC(=NC2=C1N=CN=C2NCC(C)NC(OC(C)(C)C)=O)C2=CC=C(C=C2)CN2CCOCC2